4,4'-[1-{4-[1-(3,5-Bis(4-hydroxy-3-methylbenzyl)-4-hydroxyphenyl)-1-methylethyl]phenyl}ethylene]bis[2,6-bis(4-hydroxy-3-methylbenzyl)phenol] OC1=C(C=C(CC=2C=C(C=C(C2O)CC2=CC(=C(C=C2)O)C)C(C)(C)C2=CC=C(C=C2)C(CC2=CC(=C(C(=C2)CC2=CC(=C(C=C2)O)C)O)CC2=CC(=C(C=C2)O)C)C2=CC(=C(C(=C2)CC2=CC(=C(C=C2)O)C)O)CC2=CC(=C(C=C2)O)C)C=C1)C